7-(1-(adamantan-1-ylmethyl)-5-methyl-1H-pyrazol-4-yl)-3,4-dihydro-2H-pyrido[3,2-b][1,4]oxazine-8-carboxylic acid methyl ester COC(=O)C1=C(C=NC2=C1OCCN2)C=2C=NN(C2C)CC21CC3CC(CC(C2)C3)C1